CC(CCO)C(C)(O)C 3,4-dimethyl-1,4-pentanediol